4-(4-chlorophenyl)-8-(1,3,4-oxadiazol-2-yl)-2-(perfluoroethyl)imidazo[1,2-a][1,8]naphthyridine-9-carbaldehyde ClC1=CC=C(C=C1)C=1C=2C=CC=3N(C2N=C(C1)C(C(F)(F)F)(F)F)C(=C(N3)C=3OC=NN3)C=O